N-(bicyclo[1.1.1]pentan-1-yl)-2-chloro-7-((2-(trimethylsilyl)ethoxy)methyl)-7H-pyrrolo[2,3-d]pyrimidin-4-amine C12(CC(C1)C2)NC=2C1=C(N=C(N2)Cl)N(C=C1)COCC[Si](C)(C)C